C1(=CCCCC1)C=1CCCC2=C(C1C1=CC=C(C=C1)N1CCC(CC1)C(OC)OC)C=CC(=C2)C(=O)OC methyl 8-(cyclohex-1-en-1-yl)-9-(4-(4-(dimethoxymethyl)piperidin-1-yl)phenyl)-6,7-dihydro-5H-benzo[7]annulene-3-carboxylate